1-[8-(2,6-difluorophenyl)-5-methyl-3,4,7,9,12-pentazatricyclo[8.4.0.02,6]tetradeca-1(10),2(6),4,7,11,13-hexaen-13-yl]-4-methyl-piperidine-4-carbonitrile FC1=C(C(=CC=C1)F)C1=NC=2C(=NNC2C=2C=C(N=CC2N1)N1CCC(CC1)(C#N)C)C